C(C)(=O)O[C@@H]1C[C@@H]2CC(CC[C@@]2([C@H]2CC[C@@]3([C@H](CC[C@H]3[C@H]12)[C@@H](CCCC(=O)O)C)C)C)=O (5R)-5-[(5R,7R,8R,9S,10S,13R,14S,17R)-7-acetoxy-10,13-dimethyl-3-oxo-1,2,4,5,6,7,8,9,11,12,14,15,16,17-tetradecahydrocyclopenta[a]phenanthren-17-yl]hexanoic acid